N'-salicylidene-1,2-cyclohexanediamine C(C=1C(O)=CC=CC1)=NC1C(CCCC1)N